O=C1COC2=C(N1CCC(=O)O)C=CC=C2 2,3-dihydro-3-oxo-4H-1,4-benzoxazine-4-propionic acid